((1-((dimethylamino)methyl)cyclopropyl)methoxy)-7-(8-ethylnaphthalen-1-yl)-N-((3-(furan-2-yl)-1H-1,2,4-triazol-5-yl)methyl)-5,6,7,8-tetrahydropyrido[3,4-d]pyrimidin-4-amine CN(C)CC1(CC1)COC=1N=C(C2=C(N1)CN(CC2)C2=CC=CC1=CC=CC(=C21)CC)NCC2=NC(=NN2)C=2OC=CC2